(S)-N7-methyl-N5-(2-methyl-2H-tetrazol-5-yl)-3-phenyl-2,3-dihydrobenzofuran-5,7-dicarboxamide CNC(=O)C1=CC(=CC=2[C@@H](COC21)C2=CC=CC=C2)C(=O)NC=2N=NN(N2)C